N1(CCCC2=CC=CC=C12)C=1C=C2CCN(CC2=CC1)C1=CNC2=CC=C(C=C12)F 6-(3,4-Dihydroquinolin-1(2H)-yl)-N-(5-fluoro-1H-indol-3-yl)-3,4-dihydroisoquinoline